Cl.FC([C@@H](C)N)F |r| (2RS)-1,1-difluoropropane-2-amine-hydrochloride